S(OCC)(O)=O ethyl bisulfite